phosphorus compound with copper [Cu].[P]